tert-butyl N-[(2R,3S)-3-(3-fluoro-4-nitrophenyl)-1-(morpholin-4-yl)-1-oxobutan-2-yl]carbamate FC=1C=C(C=CC1[N+](=O)[O-])[C@@H]([C@H](C(=O)N1CCOCC1)NC(OC(C)(C)C)=O)C